NC1=C(C=CC(=C1)Br)CC=1N(C2=C(N1)C=CC(=C2)C(=O)OC)CCOC methyl 2-[(2-amino-4-bromo-phenyl)methyl]-3-(2-methoxyethyl)benzimidazole-5-carboxylate